3-(3-(benzylamino)-5-chloro-2-fluorophenyl)-1-isopropyl-1H-pyrazol-4-amine C(C1=CC=CC=C1)NC=1C(=C(C=C(C1)Cl)C1=NN(C=C1N)C(C)C)F